C1(CCCCC1)C(C)N1N=CC(=C1C(=O)NC1=CC(=NC=C1)O)C(F)(F)F 2-(1-cyclohexylethyl)-N-(2-hydroxypyridin-4-yl)-4-(trifluoromethyl)pyrazole-3-carboxamide